C(C1=CC=CC=C1)N1CCC2(C[C@H](OC2=O)CCN2CCN(CC2)C2=CC=C(C=C2)C)CC1 (S)-8-benzyl-3-(2-(4-(p-tolyl)piperazin-1-yl)ethyl)-2-oxa-8-azaspiro[4.5]decan-1-one